[4-[4-[2-[(2,6-dimethylpyrimidin-4-yl)amino]pyrazolo[1,5-a]pyridin-5-yl]-6-methyl-pyridazin-3-yl]oxycyclohexyl] acetate C(C)(=O)OC1CCC(CC1)OC=1N=NC(=CC1C1=CC=2N(C=C1)N=C(C2)NC2=NC(=NC(=C2)C)C)C